FC1(C(N(C2=CC=CC=C12)C)=O)C=1C(N(C2=CC=CC=C2N1)CC#C)=O 3-(3-fluoro-1-methyl-2-oxoindol-3-yl)-1-propargyl-quinoxaline-2(1H)-one